C1(CC1)C1=NN=C(O1)C1=C(C=C(C=C1)[N+](=O)[O-])S(=O)(=O)N=CN(C)C 2-(5-Cyclopropyl-1,3,4-oxadiazol-2-yl)-N-[(dimethylamino)methylene]-5-nitrobenzenesulfonamide